COCCN(C1=CC=C(NC=2C(=NC(=C(N2)NC)C=2C3=C(C=NC2)N(C=N3)C)C(=O)N)C=C1)C 3-[4-[2-Methoxyethyl(methyl)amino]anilino]-5-(methylamino)-6-(3-methylimidazo[4,5-c]pyridin-7-yl)pyrazine-2-carboxamide